C1(CCCC1)C(CC(N1N=CC(=N1)C1=CC=CC=C1)C1=CC=CC=C1)=O 1-cyclopentyl-3-phenyl-3-(4-phenyl-2H-1,2,3-triazol-2-yl)propan-1-one